4-[(3S)-3-(5-cyano-3-pyridinyl)isoxazolidine-2-carbonyl]-3-fluoro-piperidine-1-carboxylic acid tert-butyl ester C(C)(C)(C)OC(=O)N1CC(C(CC1)C(=O)N1OCC[C@H]1C=1C=NC=C(C1)C#N)F